CC1=NNC(=C1C)C(=O)NCC=1SC(=NN1)C1=CC=CC=C1 3,4-dimethyl-N-((5-phenyl-1,3,4-thiadiazol-2-yl)methyl)-1H-pyrazole-5-carboxamide